(S)-1-benzyl-3-(hydroxymethyl)piperazine-2,5-dione C(C1=CC=CC=C1)N1C([C@@H](NC(C1)=O)CO)=O